C1(=CC(=CC(=C1)C(=O)O)C(=O)O)C1=CC=C(C=C1)C(=O)O biphenyl-3,4',5-Tricarboxylic acid